NCCN1N=NC2=C1C(=C1C(=C2)CC(C1)CN1CCC2(CN(C(O2)=O)C2=NC3=C(OCC(N3)=O)N=C2)CC1)F 6-[8-[[1-(2-aminoethyl)-8-fluoro-6,7-dihydro-5H-cyclopenta[f]benzotriazol-6-yl]methyl]-2-oxo-1-oxa-3,8-diazaspiro[4.5]decan-3-yl]-4H-pyrazino[2,3-b][1,4]oxazin-3-one